N-[4-[(6,7-dimethoxy-1,5-naphthyridin-4-yl)oxy]phenyl]-5-(4-fluorophenyl)-4-hydroxy-2-methylpyridine-3-carboxamide COC=1N=C2C(=CC=NC2=CC1OC)OC1=CC=C(C=C1)NC(=O)C=1C(=NC=C(C1O)C1=CC=C(C=C1)F)C